O=C1NC(CCC1N1C(C2=CC=C(C=C2C1)C(=O)N1CCN(CC1)C(=O)OC(C)(C)C)=O)=O tert-butyl 4-(2-(2,6-dioxopiperidin-3-yl)-1-oxoisoindoline-5-carbonyl)piperazine-1-carboxylate